FC=1C=C(C#N)C=C(C1)[C@H]1N(OCC1)C(=O)[C@@H]1CC[C@H](CC1)CC=1C=C2C(NCC2=CC1)=O trans-3-fluoro-5-[(3S)-2-[4-[(3-oxoisoindolin-5-yl)methyl]cyclohexanecarbonyl]isoxazolidin-3-yl]benzonitrile